N1=C(NCCCCNC2=NC(=NC(=N2)N)N)N=C(N)N=C1N tetramethylenebis-melamine